5-[(1r,5s,6s)-6-(2-methoxyphenyl)-3-azabicyclo[3.1.0]hexane-3-carbonyl]-6-methyl-N-(1-methylcyclopropyl)furo[2,3-d]pyrimidin-4-amine COC1=C(C=CC=C1)C1[C@@H]2CN(C[C@H]12)C(=O)C1=C(OC=2N=CN=C(C21)NC2(CC2)C)C